N-(1-o-tolyl-1H-pyrazol-5-yl)pyrazolo[1,5-a]pyrimidine-3-carboxamide C1(=C(C=CC=C1)N1N=CC=C1NC(=O)C=1C=NN2C1N=CC=C2)C